2-(1-(4-((tert-butyldimethylsilyl)oxy)butyl)piperidin-4-yl)-propane-1,3-diol [Si](C)(C)(C(C)(C)C)OCCCCN1CCC(CC1)C(CO)CO